2-(4-hydroxy-1-(4-(5,6,7,8-tetrahydro-1,8-naphthyridin-2-yl)piperidine-1-carbonyl)piperidin-4-yl)acetic acid OC1(CCN(CC1)C(=O)N1CCC(CC1)C1=NC=2NCCCC2C=C1)CC(=O)O